mercaptosorbitol SC(O)[C@H](O)[C@@H](O)[C@H](O)[C@H](O)CO